FC=1C=C2CCN(CC2=CC1OC1=CC(=CC=C1)F)C(C=C)=O 1-(6-fluoro-7-(3-fluorophenoxy)-3,4-dihydroisoquinolin-2(1H)-yl)prop-2-en-1-one